tert-butyl 4-(4-(4-(5-fluoro-3-(3-hydroxy-4-isobutylpyrrolidine-1-carboxamido)-2-methylphenyl)-7H-pyrrolo[2,3-d]pyrimidin-6-yl)benzyl)piperazine-1-carboxylate FC=1C=C(C(=C(C1)C=1C2=C(N=CN1)NC(=C2)C2=CC=C(CN1CCN(CC1)C(=O)OC(C)(C)C)C=C2)C)NC(=O)N2CC(C(C2)CC(C)C)O